ClC=1C=C2C(=NC=NC2=CC1C1=C(C=CC=C1)COC)N1CCN(CC1)C(C=C)=O 1-(4-(6-chloro-7-(2-(methoxymethyl)phenyl)quinazolin-4-yl)piperazin-1-yl)prop-2-en-1-one